C1(=CC=CC=C1)CC(=O)O[C@@H]1[C@H](O[C@@]([C@@H]1O)(C#N)C1=CC=C2C(=NC=NN21)NC(C2=CC=CC=C2)=O)CO (2R,3S,4R,5R)-5-(4-benzamidopyrrolo[2,1-f][1,2,4]triazin-7-yl)-5-cyano-4-hydroxy-2-(hydroxymethyl)tetrahydrofuran-3-yl 2-phenylacetate